O[C@@H](CCC)C1=NC=C(C(=N1)C)C=1C(N(C2=CC(=NC=C2C1)NC(=O)C1CC1)C)=O (S)-N-(3-(2-(1-hydroxybutyl)-4-methylpyrimidin-5-yl)-1-methyl-2-oxo-1,2-dihydro-1,6-naphthyridin-7-yl)cyclopropanecarboxamide